(5-methoxycarbonyl-2-methylpyridine-4-yl)boronic acid COC(=O)C=1C(=CC(=NC1)C)B(O)O